C1(CC(C(CC1)C(C)C)OC(CCCC(=O)O)=O)C.C(CCC)OC1=C(C=CC=C1)NC(\C=C\C1=CC=C(C=C1)S(=O)(=O)C)=O (E)-N-(2-butoxyphenyl)-3-(4-(methylsulfonyl)phenyl)acrylamide monomenthyl-glutarate